N-[3-[6-[[(3aR,5s,6aS)-2-(tetrahydropyran-4-ylmethyl)-3,3a,4,5,6,6a-hexahydro-1H-cyclopenta[c]pyrrol-5-yl]amino]pyridazin-3-yl]phenyl]methanesulfonamide O1CCC(CC1)CN1C[C@@H]2[C@H](C1)CC(C2)NC2=CC=C(N=N2)C=2C=C(C=CC2)NS(=O)(=O)C